[(1S,3R)-3-(5-amino-1-tert-butyl-pyrazol-3-yl)cyclopentyl] N-isopropylcarbamate C(C)(C)NC(O[C@@H]1C[C@@H](CC1)C1=NN(C(=C1)N)C(C)(C)C)=O